FC=1C=CC=C2C(=NNC12)C1CCN(CC1)C=1C=CC2=C(N=C(O2)N2CCOCC2)C1 5-(4-(7-fluoro-1H-indazol-3-yl)piperidin-1-yl)-2-morpholinobenzo[d]oxazole